(E)-2-heptadecenol C(\C=C\CCCCCCCCCCCCCC)O